NCC1=CC(=C(C(=C1)C)NC(=O)C1=CC2=C(OCCC3=C2SC=C3)C=C1C=1C(=NC(=CC1)C(NCCCCO)=O)C(=O)OC)C methyl 3-(9-((4-(aminomethyl)-2,6-dimethylphenyl)carbamoyl)-4,5-dihydrobenzo[b]thieno[2,3-d]oxepin-8-yl)-6-((4-hydroxybutyl)carbamoyl)picolinate